6-hydroxy-2-phenyl-1,2,3,4-tetrahydronaphthalen-1-ylbenzamide OC=1C=C2CCC(C(C2=CC1)C1=C(C(=O)N)C=CC=C1)C1=CC=CC=C1